[F-].C(CCCCCCCCCC)[N+]1=C(C=CC=C1)CCCC 1-undecyl-2-butylpyridinium fluoride